C[C@@H]1N(CC[C@]2(C1)OCCC1=C2C=CS1)C(=O)OC(C)(C)C tert-butyl (2'S,4R)-2'-methylspiro[6,7-dihydrothieno[3,2-c]pyran-4,4'-piperidine]-1'-carboxylate